[1,3]thiazole-2-amine S1C(=NC=C1)N